N-(2-bromo-5-(trifluoromethoxy)phenyl)-2-(4-((6,7-dimethoxyquinolin-4-yl)oxy)-2-fluorophenyl)-2,2-difluoroacetamide BrC1=C(C=C(C=C1)OC(F)(F)F)NC(C(F)(F)C1=C(C=C(C=C1)OC1=CC=NC2=CC(=C(C=C12)OC)OC)F)=O